8-bromo-4,6-dihydro-1H-pyrano[4,3-c]quinolin-5(3H)-one BrC=1C=CC=2C3=C(C(NC2C1)=O)CCOC3